N,N,N',N'-tetraisopropyl-1-(2-(1-isobutyloxycarbonyl)benzyloxy)phosphanediamine C(C)(C)N(P(N(C(C)C)C(C)C)OCC1=C(C=CC=C1)C(=O)OCC(C)C)C(C)C